OCC1(CCNCC1)O 4-(hydroxymethyl)-4-hydroxypiperidine